N[C@H](C(=O)N)CC=1C(NC2=CC(=C(C=C2C1)C)F)=O (S)-2-Amino-3-(7-fluoro-6-methyl-2-oxo-1,2-dihydroquinolin-3-yl)propanamide